5-(4-((2-hydroxyethyl)amino)phenyl)-2,2-dimethylpentanoic acid OCCNC1=CC=C(C=C1)CCCC(C(=O)O)(C)C